C(C)N(C1=CC=C(C(=O)N)C=C1)CC 4-(diethylamino)benzamide